5-methoxy-4-(((trans)-2-(4-(methoxycarbonyl) phenyl)-4-(oxetan-3-ylamino) piperidin-1-yl) methyl)-7-methyl-1H-indole-1-carboxylate COC=1C(=C2C=CN(C2=C(C1)C)C(=O)[O-])CN1[C@H](C[C@@H](CC1)NC1COC1)C1=CC=C(C=C1)C(=O)OC